decafluorododecene FC(C(C(C(C(=C(F)F)F)(F)F)(F)F)(F)F)CCCCCC